Benzyl ((4-((2-(3-benzyl-2,4-dioxo-7-(tritylcarbamoyl)-3,4-dihydroquinazolin-1(2H)-yl)acetamido)methyl)phenyl)(imino)methyl)carbamate C(C1=CC=CC=C1)N1C(N(C2=CC(=CC=C2C1=O)C(NC(C1=CC=CC=C1)(C1=CC=CC=C1)C1=CC=CC=C1)=O)CC(=O)NCC1=CC=C(C=C1)C(=N)NC(OCC1=CC=CC=C1)=O)=O